ClC1=C(C=C(C=C1)NC(=O)C1=C(C(=NN1C)C(C(F)(F)F)(F)F)C(F)(F)F)C(=O)NCC1=CC=CC=C1 N-[4-chloro-3-[[(phenylmethyl)amino]carbonyl]phenyl]-1-methyl-3-(1,1,2,2,2-pentafluoro-ethyl)-4-(trifluoromethyl)-1H-pyrazole-5-carboxamide